naphtho[2,1-C]acridine C1=CC=CC=2C=CC=3C=CC=4C=C5C=CC=CC5=NC4C3C12